3-[[(2R)-1-(2-cyanoacetyl)pyrrolidin-2-yl]methyl]urea C(#N)CC(=O)N1[C@H](CCC1)CNC(N)=O